ClC1=CC=C(C=C1)C=1N=C2SC=CN2C1C(=O)NCCNC(OC(C)(C)C)=O Tert-butyl (2-(6-(4-chlorophenyl)imidazo[2,1-b]thiazole-5-carboxamido)ethyl)carbamate